2-methoxy-3-(2-methyl-oxazol-4-yl)aniline COC1=C(N)C=CC=C1C=1N=C(OC1)C